7'-((4-(4-(dimethylamino)piperidine-1-carbonyl)phenyl)amino)-1',2'-dihydro-3'H-spiro[cyclohexane-1,4'-pyrimido[5',4':4,5]pyrrolo[2,1-c][1,2,4]triazin]-3'-one CN(C1CCN(CC1)C(=O)C1=CC=C(C=C1)NC=1N=CC=2C=C3NNC(C4(N3C2N1)CCCCC4)=O)C